1-(benzenesulfonyl)-5-fluoro-pyrrolo[2,3-b]pyridine C1(=CC=CC=C1)S(=O)(=O)N1C=CC=2C1=NC=C(C2)F